(R)-N-(4-(4-amino-7-methyl-7H-pyrrolo[2,3-d]pyrimidin-5-yl)-3-ethylphenyl)-2-(3-fluorophenyl)-2-hydroxyacetamide NC=1C2=C(N=CN1)N(C=C2C2=C(C=C(C=C2)NC([C@H](O)C2=CC(=CC=C2)F)=O)CC)C